FC(C1=C(CNC2=C3N=CN(C3=NC=N2)[C@H]2[C@@H](O)[C@H](O)[C@H](O2)CO)C=CC=C1)(F)F 6-(2-(trifluoromethyl)benzylamino)-9-β-D-arabinofuranosylpurine